4-[3-[2,6-Dichloro-4-(6-methoxy-6-methyl-2-azaspiro[3.3]heptan-2-yl)benzoyl]-2,4-dihydro-1,3-benzoxazin-8-yl]-5-fluoro-2-(3-oxa-8-azabicyclo[3.2.1]oct-8-yl)benzoic acid ClC1=C(C(=O)N2COC3=C(C2)C=CC=C3C3=CC(=C(C(=O)O)C=C3F)N3C2COCC3CC2)C(=CC(=C1)N1CC2(C1)CC(C2)(C)OC)Cl